Racemic-5-fluoro-2-(4-methoxybenzyl)-3-oxoisoindoline-1-carboxylic acid methyl ester COC(=O)[C@@H]1N(C(C2=CC(=CC=C12)F)=O)CC1=CC=C(C=C1)OC |r|